N-((1S,3R,4S)-3-(4-(chloromethyl)pyrimidin-2-yl)-3-((3',6-difluoro-2'-hydroxy-[1,1'-biphenyl]-3-yl)methyl)-4-methylcyclopentyl)methanesulfonamide ClCC1=NC(=NC=C1)[C@@]1(C[C@H](C[C@@H]1C)NS(=O)(=O)C)CC=1C=C(C(=CC1)F)C1=C(C(=CC=C1)F)O